tert-butyl ((1S,3S)-3-(((S)-3-bromo-6-(hydroxymethyl)-6,7-dihydrospiro[cyclopenta[d]pyrazolo[1,5-a]pyrimidine-5,1'-cyclopentan]-8-yl)(4-methoxybenzyl)amino)cyclopentyl)carbamate BrC=1C=NN2C1N=C1C(=C2N([C@@H]2C[C@H](CC2)NC(OC(C)(C)C)=O)CC2=CC=C(C=C2)OC)C[C@@H](C12CCCC2)CO